(4-cyclopropoxyphenyl)cyclopropane-1-carbonitrile C1(CC1)OC1=CC=C(C=C1)C1(CC1)C#N